ClC1=CC=C(C=C1)C1CCN(CC1)C1=CC=CC=2N(C(N(C21)C)=O)C2C(N(C(CC2)=O)CC2=CC=C(C=C2)OC)=O 3-(4-(4-(4-Chlorophenyl)piperidin-1-yl)-3-methyl-2-oxo-2,3-dihydro-1H-benzo[d]imidazol-1-yl)-1-(4-methoxybenzyl)piperidine-2,6-dione